NC1=C2C(=NC=N1)N(N=C2I)[C@@H](C)C2=NC1=CC=CC(=C1C(N2C2=CC=CC=C2)=O)Cl (S)-2-(1-(4-amino-3-iodo-1H-pyrazolo[3,4-d]pyrimidin-1-yl)ethyl)-5-chloro-3-phenylquinazoline-4(3H)-one